BrC=1C=C(N(N1)C1=NC=CC=C1Cl)C(=O)NC1=C(C=C(C=C1C)C(C(N1CCCCC1)=O)(F)F)C(N)=O 5-bromo-N-[2-carbamoyl-4-[1,1-difluoro-2-oxo-2-(1-piperidyl)ethyl]-6-methyl-phenyl]-2-(3-chloro-2-pyridyl)pyrazole-3-carboxamide